cyclohexyl-2-hydroxyl-3-aminopropanesulfonic acid C1(CCCCC1)C(C(CN)O)S(=O)(=O)O